2-methylpropyl (s)-2-[(o-ethoxyphenoxy)methyl]-4-morpholinecarboxylate C(C)OC1=C(OC[C@@H]2CN(CCO2)C(=O)OCC(C)C)C=CC=C1